4-tolyl 4-[(phenylcarbamoyl)ureido]phenylsulfonate C1(=CC=CC=C1)NC(=O)NC(NC1=CC=C(C=C1)S(=O)(=O)OC1=CC=C(C=C1)C)=O